C1(CC1)C1=CC=C(C=C1)C=1N=C2N(C=CC=N2)C1CN1CC2CCC(C1)N2C(=O)C2=NC(=CC=C2F)OC (3-{[2-(4-cyclopropylphenyl)imidazo[1,2-a]pyrimidin-3-yl]methyl}-3,8-diazabicyclo[3.2.1]octan-8-yl)(3-fluoro-6-methoxypyridin-2-yl)methanone